O=C1O[C@]2(CN1CC=1N=NN(C1)C1=CC(=CC=C1)C(F)(F)F)C[C@H](CCC2)CN2C=NC1=C2C=C(C=C1)C#N 1-{[(5S,7S)-2-oxo-3-({1-[3-(trifluoromethyl)phenyl]-1H-1,2,3-triazol-4-yl}methyl)-1-oxa-3-azaspiro[4.5]dec-7-yl]methyl}-1H-benzimidazole-6-carbonitrile